8-[1-[(2-bromo-6-chloro-3-pyridyl)amino]ethyl]-3,6-dimethyl-2-morpholino-chromen-4-one BrC1=NC(=CC=C1NC(C)C=1C=C(C=C2C(C(=C(OC12)N1CCOCC1)C)=O)C)Cl